NC1=C(C=C(C=N1)N(C(OC(C)(C)C)=O)C)C tert-Butyl (6-amino-5-methylpyridin-3-yl)(methyl)carbamate